CC(COC=1C=C(C(=O)O)C=CC1)COC(C=C)=O 3-(2-methyl-3-acryloxypropoxy)benzoic acid